tert-Butyl 6,8-difluoro-1,2,3,4-tetrahydronaphthalen-2-yl(methyl)carbamate FC=1C=C2CCC(CC2=C(C1)F)N(C(OC(C)(C)C)=O)C